2-(2-((6-chlorohexyl)oxy)ethoxy)-1-ethanol ClCCCCCCOCCOCCO